C(C)(C)(C)C=1C=CN(N1)C1=CC=C(C=C1)CN(C)C 5-tert-butyl-2-[4-[(dimethylamino)methyl]phenyl]pyrazol